6-chloro-9-ethyl-2-(ethylsulfanyl)-9H-purine ClC1=C2N=CN(C2=NC(=N1)SCC)CC